CC1=NNC2=NC(=NC(=C21)NC2CC1CCC(C2)N1CCC#N)NC1=NNC(=C1)C 3-((3-Exo)-3-((3-methyl-6-((5-methyl-1H-pyrazol-3-yl)amino)-1H-pyrazolo[3,4-d]pyrimidin-4-yl)amino)-8-azabicyclo[3.2.1]oct-8-yl)propionitrile